5-(2-((3R or S)-3-(tetrahydrofuran-2-yl)-3-(2-(thiophen-2-yl)ethyl)pyrrolidin-1-yl)propan-2-yl)-2-(trifluoromethyl)pyridine O1C(CCC1)[C@]1(CN(CC1)C(C)(C)C=1C=CC(=NC1)C(F)(F)F)CCC=1SC=CC1 |o1:5|